(S)-4-chloro-2'-mercapto-3-methyl-5',8'-dihydro-6'H-spiro[indene-1,7'-quinazoline]-4-ol ClC1(C2=C(C[C@]3(CCC=4C=NC(=NC4C3)S)C2=CC=C1)C)O